C(C)(C)(C)C=1C=C(C=C(C1)F)[C@H](C)NC(=O)C1=CC=C2C=C(N(C2=C1)CC1CCC1)C (S)-N-(1-(3-(tert-butyl)-5-fluorophenyl)ethyl)-1-(cyclobutylmethyl)-2-methyl-1H-indole-6-carboxamide